The molecule is a aporphine alkaloid that is the quaternary ammonium ion obtained by methylation of the tertiary amino group of (S)-glaucine. It has a role as a plant metabolite. It is an aporphine alkaloid and a quaternary ammonium ion. It derives from a (S)-glaucine. C[N+]1(CCC2=CC(=C(C3=C2[C@@H]1CC4=CC(=C(C=C43)OC)OC)OC)OC)C